Cl.Cl.NC\C=C(\CN1C(=C(C2=NC(=CC=C21)C)CC=2C=C(C=CC2)S(=O)(=O)N(C)C)C)/F (Z)-3-((1-(4-amino-2-fluorobut-2-en-1-yl)-2,5-dimethyl-1H-pyrrolo[3,2-b]pyridin-3-yl)methyl)-N,N-dimethylbenzenesulfonamide dihydrochloride